(S)-3-(3-((4-cyano-3-fluorophenyl)amino)-4-((S)-1-ethoxy-2,2,2-trifluoroethyl)phenyl)-4-methoxybutanoic acid C(#N)C1=C(C=C(C=C1)NC=1C=C(C=CC1[C@@H](C(F)(F)F)OCC)[C@H](CC(=O)O)COC)F